2-(2-(azidyloxy)ethoxy)butan-1-amine N(=[N+]=[N-])OCCOC(CN)CC